5,5-dimethyl-4-heptanone CC(C(CCC)=O)(CC)C